(5-chloro-6-(difluoromethoxy)pyridin-3-yl)-8-cyano-7-methyl-2-(trifluoromethyl)-2,3-dihydro-4H-pyrido[4,3-b][1,4]oxazine-4-carboxamide ClC=1C=C(C=NC1OC(F)F)C1(CN(C2=C(O1)C(=C(N=C2)C)C#N)C(=O)N)C(F)(F)F